methyl-L-valine benzyl ester C(C1=CC=CC=C1)OC([C@@H](NC)C(C)C)=O